(5R,8S)-N-(3-Chloro-4-(2-hydroxypropan-2-yl)phenyl)-1-fluoro-6,7,8,9-tetrahydro-5H-5,8-epiminocyclohepta[c]pyridine-10-carboxamide ClC=1C=C(C=CC1C(C)(C)O)NC(=O)N1[C@@H]2CC[C@H]1CC=1C(=NC=CC12)F